[N+](=O)([O-])C1=C(C(=O)NC2=C(C(=O)NCCN3CCOCC3)C=CC=C2)C=CC=C1 2-[(2-nitrobenzoyl)amino]-N-(2-morpholin-4-ylethyl)benzamide